FC=1C(=C(C=CC1F)[C@H]1[C@@H](O[C@]([C@H]1C)(C(F)(F)F)C)C(=O)NC=1C=C(C=C(C1)C(=O)N)C(=O)O)OC |o1:8,9,11,12| rel-(2R,3S,4S,5R)-5-({[3-(3,4-difluoro-2-methoxyphenyl)-4,5-dimethyl-5-(trifluoromethyl)tetrahydrofuran-2-yl]carbonyl}amino)benzene-1,3-dicarboxylic acid amide